1-(2-{cyclooctyl-[(3-methylisoxazole-4-carbonyl)amino]methyl}-4-fluoro-1H-benzoimidazol-5-yl)piperidine-2-carboxylic acid methyl ester COC(=O)C1N(CCCC1)C1=C(C2=C(NC(=N2)C(NC(=O)C=2C(=NOC2)C)C2CCCCCCC2)C=C1)F